4-[(3S)-3-amino-3-methylpyrrolidin-1-yl]-N-cyclohexyl-5-(4-methyl-1H-1,3-benzodiazol-2-yl)pyridine-3-carboxamide N[C@@]1(CN(CC1)C1=C(C=NC=C1C1=NC2=C(N1)C=CC=C2C)C(=O)NC2CCCCC2)C